2-tert-butyl-9,10-bis(4-phenylphenyl)anthracene C(C)(C)(C)C1=CC2=C(C3=CC=CC=C3C(=C2C=C1)C1=CC=C(C=C1)C1=CC=CC=C1)C1=CC=C(C=C1)C1=CC=CC=C1